2-(difluoromethoxy)-4-[7-[1-(difluoromethyl)pyrazol-4-yl]imidazo[1,2-a]pyridin-3-yl]-N-ethyl-6-methoxy-benzamide FC(OC1=C(C(=O)NCC)C(=CC(=C1)C1=CN=C2N1C=CC(=C2)C=2C=NN(C2)C(F)F)OC)F